3,5-dichloro-4-((6-chloro-5-cyclohexylpyridazin-3-yl)oxy)aniline ethyl-2-(2-((5-bromo-7-methylbenzofuran-3-yl)methoxy)-4-methoxyphenyl)acetate C(C)OC(CC1=C(C=C(C=C1)OC)OCC1=COC2=C1C=C(C=C2C)Br)=O.ClC=2C=C(N)C=C(C2OC=2N=NC(=C(C2)C2CCCCC2)Cl)Cl